C(C)S(=O)(=O)N1CCC(CC1)C=1SC(=C(N1)C1=CC=C(C=C1)F)C1=NC(=NC=C1)NC1=CC=C(C=C1)N1CCN(CC1)C(C)C 4-(2-(1-(ethylsulfonyl)piperidin-4-yl)-4-(4-fluorophenyl)thiazol-5-yl)-N-(4-(4-isopropylpiperazin-1-yl)phenyl)pyrimidin-2-amine